NC(C)C1CN(C1)C1=C(C=NC=C1C(=O)NC12CC(C1)C2)C2=CC(=CC(=C2)F)F 4-(3-(1-aminoethyl)azetidin-1-yl)-N-(bicyclo[1.1.1]pentan-1-yl)-5-(3,5-difluorophenyl)nicotinamide